benzyl 4-(azidomethyl)-4-fluoropiperidine-1-carboxylate N(=[N+]=[N-])CC1(CCN(CC1)C(=O)OCC1=CC=CC=C1)F